C(C)(C)(C)OC(=O)N(C(CCC)C1=C(C=CC=C1)CCC(=O)OCC)C ethyl 3-(2-(1-((tert-butoxycarbonyl)(methyl)amino) butyl)phenyl)propanoate